5-Hydroxy-4-(((7S)-7-(4-(methoxycarbonyl)phenyl)-1-oxo-8-azaspiro[4.5]dec-8-yl)methyl)-7-methyl-1H-indole-1-carboxylic acid tert-butyl ester C(C)(C)(C)OC(=O)N1C=CC2=C(C(=CC(=C12)C)O)CN1[C@@H](CC2(CCCC2=O)CC1)C1=CC=C(C=C1)C(=O)OC